CN1C=C(C=2C1=NC=C(C2)NC(C=C)=O)C#CC2=CSC=C2 N-(1-Methyl-3-(thiophen-3-ylethynyl)-1H-pyrrolo[2,3-b]pyridin-5-yl)acrylamide